C1(=CC=CC=C1)N(C1=CC=C(C=C1)C1=CC=C(C=C1)N(C1=CC=CC2=CC=CC=C12)C1=CC=CC=C1)C1=CC=CC2=CC=CC=C12 N,N'-diphenyl-N,N'-bis(1-naphthyl)-(1,1'-biphenyl)-4,4'-diamine